ClC=1C=C2C(=NC(=NC2=C(C1C1=C(C=CC=C1O)F)F)NC1CCN(CC1)C)N1CCN(CC1)C(C=C)=O 1-(4-(6-chloro-8-fluoro-7-(2-fluoro-6-hydroxyphenyl)-2-(1-methylpiperidin-4-ylamino)quinazolin-4-yl)piperazin-1-yl)prop-2-en-1-one